tert-butyl (4-((2-oxo-2-((cis)-3-(trifluoromethoxy)cyclobutyl)ethyl)carbamoyl)bicyclo[2.2.2]octan-1-yl)carbamate O=C(CNC(=O)C12CCC(CC1)(CC2)NC(OC(C)(C)C)=O)[C@@H]2C[C@@H](C2)OC(F)(F)F